N-{(3S,4S)-1-[(3S,4S)-3-fluorotetrahydro-2H-pyran-4-yl]-3-methyl-4-piperidyl}-6-[3-(4-mesyl-2-anisidino)-1-propynyl]-1-(2,2,2-trifluoroethyl)-1H-1,3-benzimidazole-4-carboxamide F[C@@H]1COCC[C@@H]1N1C[C@@H]([C@H](CC1)NC(=O)C1=CC(=CC=2N(C=NC21)CC(F)(F)F)C#CCNC=2C(OC)=CC=C(C2)S(=O)(=O)C)C